C(C)(C)C1CCC(CC1)N1CCC2(CC1)C(NC1=CC=CC=C12)=O 1'-((1s,4s)-4-isopropylcyclohexyl)spiro[indoline-3,4'-piperidin]-2-one